[C@H]12CC(C[C@H](CCC1)N2)N(C2=CC=C(N=N2)C2=C(C=C(C=C2)C2=CN=C(O2)C)O)C 2-(6-(((1R,3S,5S)-9-azabicyclo[3.3.1]nonan-3-yl)(methyl)amino)pyridazin-3-yl)-5-(2-methyloxazol-5-yl)phenol